C1(=CC=CC=C1)P(C1=C(C=CC=C1)[Li])C1=CC=CC=C1 (2-(diphenylphosphaneyl)phenyl)lithium